NC1=C(C=CC(=C1F)Br)NC(=O)C=1NC=C(C1)C(C1=C(N=CC=C1)C(F)(F)F)=O N-(2-amino-4-bromo-3-fluorophenyl)-4-(2-(trifluoromethyl)nicotinoyl)-1H-pyrrole-2-carboxamide